S1C(=NC2=C1C=CC=C2)NC(=O)C=2SC(=CC2)C=C2CCNCC2 N-(Benzo[d]thiazol-2-yl)-5-(piperidin-4-ylidenemethyl)thiophene-2-carboxamide